CC1(C2CC(C(C1C)C2)C2CC(CCC2)O)C 3-(5,5,6-trimethylbicyclo[2.2.1]hept-2-yl)-1-cyclohexanol